C(C)(C)(C)C1=CC=C(COC2=CC3=C(CC(O3)=CC3=CC(=CC=C3)OCC)C=C2)C=C1 6-((4-(tert-butyl)benzyl)oxy)-2-(3-ethoxybenzylidene)benzofuran